1-(3-bromo-4-fluorophenyl)ethan-1-amine BrC=1C=C(C=CC1F)C(C)N